3,3'-(((1r,3s)-cyclohexane-1,3-diyl)bis(ethane-2,1-diyl))dibenzamidine [C@H]1(C[C@@H](CCC1)CCC=1C=C(C(=N)N)C=CC1)CCC=1C=C(C(=N)N)C=CC1